C1(CC1)C=1C(NC=CC1)=O 3-cyclopropylpyridin-2(1H)one